C(C1=CC=CC=C1)OC(CN(C(=O)OCOP(=O)(OCC1=CC=CC=C1)OCC1=CC=CC=C1)C[C@H]1N(CCOC1)C(=O)OC(C)(C)C)=O tert-butyl (3R)-3-[[(2-benzyloxy-2-oxo-ethyl)-(dibenzyloxyphosphoryloxymethoxycarbonyl)amino]methyl]morpholine-4-carboxylate